NC=1C(=CC=2OCC[C@@H]3N(C2N1)CCNC3)C (S)-2-amino-3-methyl-6,7,7a,8,10,11-hexahydro-9H-pyrazino[1,2-d]pyrido[3,2-b][1,4]oxazepin